FC1=CC=C(C=C1)C1=NNC=C1C=1N=CC2=C(N1)OC(=C2)C2=CC=CC=C2 [3-(4-Fluorophenyl)-1H-pyrazol-4-yl]-6-phenylfuro[2,3-d]pyrimidine